4-(2-hydroxyethoxy)-1-butanol OCCOCCCCO